trans-N-(8-amino-6-(5-amino-6-methoxy-4-methylpyridin-3-yl)-7-fluoroisoquinolin-3-yl)-2-methyl-3-(1-methyl-1H-pyrazol-4-yl)cyclopropane-1-carboxamide NC=1C(=C(C=C2C=C(N=CC12)NC(=O)C1C(C1C=1C=NN(C1)C)C)C=1C=NC(=C(C1C)N)OC)F